C1(CC1)C(=O)NC1=CC(=C(N=N1)C(=O)NC([2H])([2H])[2H])NC1=C2N(C(C=3N(C2=CC=C1)N=CC3)([2H])[2H])C 6-(cyclopropanecarboxamido)-N-(methyl-d3)-4-((5-methyl-4,5-dihydropyrazolo[1,5-a]quinoxalin-6-yl-4,4-d2)amino)pyridazine-3-carboxamide